COC1=C(C=NC=N1)C1=NC(=C(C=N1)C(=O)[O-])C 6'-methoxy-6-methyl-[2,5'-bipyrimidine]-5-carboxylate